2-(3-methyl-3,8-diazabicyclo[3.2.1]octan-8-yl)ethan-1-ol CN1CC2CCC(C1)N2CCO